FC=1C=C(C=CC1C)N1N=C2N=CN=C(C2=C1)N1C[C@H](CCC1)C(=O)NCC1=CC=C(C=C1)SC (S)-1-(2-(3-fluoro-4-methylphenyl)-2H-pyrazolo[3,4-d]pyrimidin-4-yl)-N-(4-(methylthio)benzyl)piperidine-3-carboxamide